5-methoxy-1-[[2-(trimethylsilyl)ethoxy]methyl]-1H-indole COC=1C=C2C=CN(C2=CC1)COCC[Si](C)(C)C